methyl (R)-2-benzyloxycarbonylamino-3-iodopropionate C(C1=CC=CC=C1)OC(=O)N[C@H](C(=O)OC)CI